C[S+](C1=CC=C(C=C1)O)(C)=O dimethyl-(p-hydroxyphenyl)sulfonium oxide